1H-pyrazolo[3,4-b]pyrazine N1N=CC=2C1=NC=CN2